N-((S)-1-(3-chlorophenyl)-2-hydroxyethyl)-1-(2-(((S)-1-hydroxy-butan-2-yl)amino)-5-methylpyrimidin-4-yl)-1H-imidazole-4-carboxamide ClC=1C=C(C=CC1)[C@@H](CO)NC(=O)C=1N=CN(C1)C1=NC(=NC=C1C)N[C@H](CO)CC